ribose phosphate anthranilate C(C=1C(N)=CC=CC1)(=O)O.P(=O)(O)(O)O.O=C[C@H](O)[C@H](O)[C@H](O)CO